chloro(dimethyl)octadecylsilane methyl-6-chloro-3-[[1-(1-cyanocyclopropyl)-3-methyl-pyrazol-4-yl]amino]-5-cyclopropyl-pyrazine-2-carboxylate COC(=O)C1=NC(=C(N=C1NC=1C(=NN(C1)C1(CC1)C#N)C)C1CC1)Cl.Cl[Si](CCCCCCCCCCCCCCCCCC)(C)C